CC(C)OC([C@@H](N[P@](=O)(OC1=CC=CC=C1)OC1=C(C(=C(C(=C1F)F)F)F)F)C)=O N-[(S)-(2,3,4,5,6-Pentafluorophenoxy)phenoxyphosphinyl]-L-alanine 1-methylethyl ester